5-[(7R)-7-({2-[1-(aminomethyl)cyclobutyl]ethyl}amino)-1-fluoro-3-hydroxy-5,6,7,8-tetrahydronaphthalen-2-yl]-1λ6,2,5-thiadiazolidine-1,1,3-trione NCC1(CCC1)CCN[C@@H]1CCC=2C=C(C(=C(C2C1)F)N1CC(NS1(=O)=O)=O)O